C(C)[N+](CC)(CC)CC.C(C(=O)[O-])(=O)[O-].C(C)[N+](CC)(CC)CC oxalic acid, tetraethylammonium salt